(((2-(difluoromethyl)phenyl)sulfonyl)difluoromethyl)piperidine-1-carboxylic acid tert-butyl ester C(C)(C)(C)OC(=O)N1C(CCCC1)C(F)(F)S(=O)(=O)C1=C(C=CC=C1)C(F)F